(1S)-2,2-difluoro-N-[4-methyl-3-(5-methylpyridin-2-yl)phenyl]cyclopropane-1-carboxamide FC1([C@@H](C1)C(=O)NC1=CC(=C(C=C1)C)C1=NC=C(C=C1)C)F